tert-Butyl ((1,3-bis((1-methyl-1H-pyrazol-4-yl)methyl)-2,4-dioxo-1,2,3,4-tetrahydrothieno[2,3-d]pyrimidin-6-yl)sulfonyl)(1-methylcyclopropyl)carbamate CN1N=CC(=C1)CN1C(N(C(C2=C1SC(=C2)S(=O)(=O)N(C(OC(C)(C)C)=O)C2(CC2)C)=O)CC=2C=NN(C2)C)=O